Cl.Cl.Cl.Cl dihydrochloride, dihydrochloride